(3R)-3-amino-5-[(4-chlorophenyl)methyl]-7-[5-(4-methoxytetrahydropyran-4-yl)-1,3,4-oxadiazol-2-yl]-1,1-dioxo-2,3-dihydro-1λ6,5-benzothiazepin-4-one N[C@H]1CS(C2=C(N(C1=O)CC1=CC=C(C=C1)Cl)C=C(C=C2)C=2OC(=NN2)C2(CCOCC2)OC)(=O)=O